C(CCCCCCCCCCCCCCC)(=O)OC[C@@H](OCCCCCCCC\C=C/CCCCCCCC)CO 1-palmitoyl-2-oleyl-sn-glycerol